FC(C1=NC=CC(=C1)N1CC(C1)CC(=O)N1CC=2C(=C3CC(OCC3=C(N2)C)(C)C)C1)(F)F 2-[1-(2-Trifluoromethyl-pyridin-4-yl)-azetidin-3-yl]-1-(5,8,8-trimethyl-3,6,8,9-tetrahydro-1H-7-oxa-2,4-diaza-cyclopenta[a]naphthalen-2-yl)-ethanone